{4-[6-(5-fluoro-6-methylpyridin-2-yl)furo[2,3-d]pyrimidin-4-yl]-3-(4-fluorophenyl)-1H-pyrazol-1-yl}-2-methylpropan-2-ol FC=1C=CC(=NC1C)C1=CC2=C(N=CN=C2C=2C(=NN(C2)CC(C)(O)C)C2=CC=C(C=C2)F)O1